(R)-1-(4-chlorophenyl)ethyl 4-(6-(1-methyl-1H-pyrazol-4-yl)pyrazolo[1,5-a]pyrimidin-3-yl)piperazine-1-carboxylate CN1N=CC(=C1)C=1C=NC=2N(C1)N=CC2N2CCN(CC2)C(=O)O[C@H](C)C2=CC=C(C=C2)Cl